methyl (R)-2-((1H-pyrrolo[2,3-b]pyridin-5-yl)oxy)-4-(6-(4-(3,4-dimethoxybenzyl)-2-(2-isopropylphenyl)piperazin-1-yl)-2-azaspiro[3.3]heptan-2-yl)benzoate N1C=CC=2C1=NC=C(C2)OC2=C(C(=O)OC)C=CC(=C2)N2CC1(C2)CC(C1)N1[C@@H](CN(CC1)CC1=CC(=C(C=C1)OC)OC)C1=C(C=CC=C1)C(C)C